CC(CCC(=O)N[C@H](C=O)CC(C)C)C (R)-4-methyl-1-(((S)-4-methyl-1-oxopentan-2-yl)amino)-1-oxopentan